FC=1C=NC(=NC1)N[C@H](C(=O)O)CCN(CCCCC1=NC=2NCCCC2C=C1)C[C@@H](C)OC (S)-2-((5-fluoropyrimidin-2-yl)amino)-4-(((R)-2-methoxypropyl)(4-(5,6,7,8-tetrahydro-1,8-naphthyridin-2-yl)butyl)amino)butanoic acid